[Si](C)(C)(C(C)(C)C)OCC1N(CCN1)C(=O)OCC1=CC=CC=C1 benzyl 2-(((tert-butyldimethylsilyl)oxy)methyl)imidazolidine-1-carboxylate